COC1=CC=C(C=C1)C=1C=C2C=CC(C=3C=CC=C(C1)C32)=O 5-(4-Methoxyphenyl)-1H-phenalen-1-one